C1(=CC=CC=C1)SCC=1N=CN(C1)C1=CC=C(C=C1)C1=NOC(=N1)C(F)(F)F 3-(4-(4-((phenylsulfanyl)methyl)-1H-imidazol-1-yl)phenyl)-5-(trifluoromethyl)-1,2,4-oxadiazole